Cl.FC1=CC=C(C=C1)[C@H]1[C@@H](C1)N (1R,2S)-2-(4-fluorophenyl)cyclopropanamine Hydrochloride